[C@@H]1(C[C@H](O)[C@H](O1)CO)N1C(CC[C@@H](CC1)O[Si](C1=CC=CC=C1)(C1=CC=CC=C1)C(C)(C)C)=O 1-[2-deoxy-β-D-erythro-pentofuranosyl]-(S)-5-[(tert-butyldiphenylsilyl)oxy]azepan-2-one